(E)-7-bromo-1-ethylidene-5-(methoxymethoxy)-2,3-dihydro-1H-indene BrC=1C=C(C=C2CC\C(\C12)=C/C)OCOC